C1(CC1)C1=NC=NC(=C1C=1N=CC2=C(N(C3=CC(=CC=C23)NS(=O)(=O)C)CC2=CC3=C(C=4N(CCC3)C=C(N4)C(F)(F)F)C=C2)N1)OC N-(2-(4-cyclopropyl-6-methoxypyrimidin-5-yl)-9-((2-(trifluoromethyl)-6,7-dihydro-5H-Benzo[c]imidazo[1,2-a]azepine-9-yl)methyl)-9H-pyrimido[4,5-b]indol-7-yl)methanesulfonamide